3-[4-(2,3-dichlorophenyl)piperazin-1-yl]-N-propyl-1-propylamine ClC1=C(C=CC=C1Cl)N1CCN(CC1)CCCNCCC